FC1(CCC(CC1)C1=NC(=NO1)C1(CCN(CC1)C(=O)[C@H]1NCC([C@@H](C1)O)(C)C)C(F)(F)F)F (4-(5-(4,4-difluorocyclohexyl)-1,2,4-oxadiazole-3-yl)-4-(trifluoromethyl)piperidin-1-yl)((2S,4R)-4-hydroxy-5,5-dimethylpiperidin-2-yl)methanone